N1=C(C=CC=2N=C3COCC4(N3C21)COC2=C4C=CC=C2)C=2C=NC(=NC2)N2[C@H](CN(CC2)C(CO)=O)C 1-((3S)-4-(5-(6',8'-dihydro-2H-spiro[benzofuran-3,9'-pyrido[3',2':4,5]imidazo[2,1-c][1,4]oxazin]-2'-yl)pyrimidin-2-yl)-3-methylpiperazin-1-yl)-2-hydroxyethanone